CC1(OCC[C@@H](C1)C(=O)NC=1N=CC2=CC(=C(C=C2C1)N1CCN(CC1)[C@@]1(COCC1)C)C)C (4S)-2,2-dimethyl-N-[7-methyl-6-[4-((S)-3-methyltetrahydrofuran-3-yl)piperazin-1-yl]-3-isoquinolyl]tetrahydropyran-4-carboxamide